[NH4+].CN methylamine, ammonium salt